C(C)(C)(C)OC(=O)N1CC(N(CC1)C(C(C=1N=C(OC1)C)N1[C@@H](C(N[C@@H](C1=O)C1CC2=CC=CC=C2C1)=O)[C@@H](C)CC)=O)C=O 4-(2-((2R,5R)-2-((S)-sec-butyl)-5-(2,3-dihydro-1H-inden-2-yl)-3,6-dioxopiperazin-1-yl)-2-(2-methyloxazol-4-yl)acetyl)-3-formylpiperazine-1-carboxylic acid tert-butyl ester